(RS)-1-(1,3-Benzo-dioxol-5-yl)-N-methylpropan-2-amine O1COC2=C1C=CC(=C2)C[C@@H](C)NC |r|